FC(C(=O)N1[C@H]2COC[C@@H]1CN(C2)C(=O)OC(C)(C)C)(C2=C(C=CC(=C2)C(NC2=CC(=C(C=C2)F)C)=O)F)F tert-butyl (1R,5S)-9-(2,2-difluoro-2-(2-fluoro-5-((4-fluoro-3-methylphenyl)carbamoyl)phenyl) acetyl)-3-oxa-7,9-diazabicyclo[3.3.1]nonane-7-carboxylate